N-acetylamino-glutamic acid C(C)(=O)NN[C@@H](CCC(=O)O)C(=O)O